2-(6-(benzylthio)-1-iodo-8-(3-methoxypropoxy)imidazo[1,5-a]pyridin-3-yl)-5-(difluoromethyl)-1,3,4-thiadiazole C(C1=CC=CC=C1)SC=1C=C(C=2N(C1)C(=NC2I)C=2SC(=NN2)C(F)F)OCCCOC